C(C)(C)(C)OC(C1=C(C=C(C(=C1)C)F)Br)=O bromo-4-fluoro-5-methylbenzoic acid tert-butyl ester